S1C(=CC=C1)/C=C/C1=CC=NN1COCCN1CCOCC1 (E)-4-(2-((5-(2-(thiophen-2-yl)vinyl)-1H-pyrazol-1-yl)methoxy)ethyl)morpholine